Silver arachidate C(CCCCCCCCCCCCCCCCCCC)(=O)[O-].[Ag+]